[C@@H]1([C@H]2[C@H](O2)[C@@H](CO)O1)N1C=NC=2C(N)=NC=NC12 2',3'-anhydroadenosine